C(=O)(OC(C)(C)C)N[C@@H](CC1=CC=CC2=CC=CC=C12)C(=O)O Boc-3-(1-naphthyl)-L-alanine